3-oxo-9-(5-hydroxy-1-tetralone) hydrazone O=C1CC(C2=CC=CC(=C2C1)O)=NN